isobutyl 2,2,4-trimethylpentanedioate CC(C(=O)OCC(C)C)(CC(C(=O)[O-])C)C